2-(6-(1,7-diazaspiro[3.5]non-1-yl)pyridazin-3-yl)-5-(1H-pyrazol-4-yl)phenol N1(CCC12CCNCC2)C2=CC=C(N=N2)C2=C(C=C(C=C2)C=2C=NNC2)O